O1COC2=C1C=CC(=C2)OC=2C(C1=CC=CC(=C1C(C2)=O)O)=O 2-(benzo[d][1,3]dioxol-5-yloxy)-5-hydroxynaphthalene-1,4-dione